tert-butyl (6-carbamoyl-4-methoxypyridin-3-yl)(prop-2-yn-1-yl)carbamate C(N)(=O)C1=CC(=C(C=N1)N(C(OC(C)(C)C)=O)CC#C)OC